(3-ethyl-2-fluoro-6-(1H-tetrazol-1-yl)phenyl)methanol C(C)C=1C(=C(C(=CC1)N1N=NN=C1)CO)F